2-(4-Fluoropiperidin-1-yl)-1-(4-(3-isopropyl-2-(8-methyltetrazolo[1,5-a]pyridin-6-yl)-1H-indol-5-yl)piperidin-1-yl)ethan-1-on FC1CCN(CC1)CC(=O)N1CCC(CC1)C=1C=C2C(=C(NC2=CC1)C=1C=C(C=2N(C1)N=NN2)C)C(C)C